CC(C)=C(CC)OC(N)=O propane-2,2-diylcarbamoyloxy-propan